4-methyl-3-pyridineboronic acid CC1=C(C=NC=C1)B(O)O